N-(β-aminoethyl)-γ-aminopropyl-trimethoxy-silane NCCNCCC[Si](OC)(OC)OC